N1=C(N=CC=C1)C1C(C1)C(=O)OC(C)(C)C tert-butyl 2-(pyrimidin-2-yl)cyclopropane-1-carboxylate